dibutyl fumarate (dibutyl fumarate) C(CCC)\C(=C(/C(=O)O)\CCCC)\C(=O)O.C(\C=C\C(=O)OCCCC)(=O)OCCCC